2-[7-fluoro-3,4-dihydro-3-oxo-4-(2-propyn-1-yl)-2H-1,4-benzoxazin-6-yl]-4,5,6,7-tetrahydro-1H-isoindole-1,3(2H)-dione FC1=CC2=C(N(C(CO2)=O)CC#C)C=C1N1C(C=2CCCCC2C1=O)=O